4-hydroxy-2,6-dimethyl-5-[2-methyl-5-(trifluoromethyl)pyrazol-3-yl]Pyridine-3-carboxamide OC1=C(C(=NC(=C1C=1N(N=C(C1)C(F)(F)F)C)C)C)C(=O)N